FC1=C2NC(C=3N(C2=CC=C1CN1CC2=NN(C=C2C1)C=1C(=NC=CC1)C(=O)NC)N=CC3C)=O (5-((6-fluoro-3-methyl-4-oxo-4,5-dihydropyrazolo[1,5-a]quinoxalin-7-yl)methyl)-5,6-dihydropyrrolo[3,4-c]pyrazol-2(4H)-yl)-N-methylpicolinamide